tert-butyl 4-(cyclohex-1-en-1-ylethynyl)-4-hydroxypiperidine-1-carboxylate C1(=CCCCC1)C#CC1(CCN(CC1)C(=O)OC(C)(C)C)O